O=C1NC(CCC1N1C(C2=CC=CC(=C2C1=O)OCCN1CCNCC1)=O)=O 2-(2,6-dioxopiperidin-3-yl)-4-(2-(piperazin-1-yl)ethoxy)isoindoline-1,3-dione